CC=1OC(=CC1C(=O)NC1=NC(=NS1)CC(C)=O)C1=CC(=CC=C1)O 2-methyl-5-(3-hydroxyphenyl)-N-(3-(2-oxopropyl)-1,2,4-thiadiazol-5-yl)furan-3-carboxamide